OC1=NOC2=C(C=C1)C=CC(=C2O)CN2CCC(CC2)C2=CC=C(C=C2)OC 3,9-dihydroxy-8-((4-(4-methoxyphenyl)piperidin-1-yl)methyl)benzo[5,6]oxazepin